COC(=O)[C@@H]1N(CCC1)CC1=C(C(=C(C=C1)NC(=O)OC(C)(C)C)[N+](=O)[O-])F (2R)-1-{[4-(tert-Butoxycarbonylamino)-2-fluoro-3-nitrophenyl]methyl}-pyrrolidine-2-carboxylic acid methyl ester